CC=1[NH+]=CNC1C 4,5-dimethylimidazolium